C=1(C(=CC=C(C1)C)O)C(=O)O 2,5-Cresotic acid